lithium 3-oxopentanoate O=C(CC(=O)[O-])CC.[Li+]